C(C)(C)(C)OC(=O)C1CCN(CC1)C1=NC=C(C=C1)C1C(NC(CC1)=O)=O 1-(5-(2,6-dioxopiperidin-3-yl)pyridin-2-yl)piperidine-4-carboxylic acid tert-butyl ester